ClC=1N=C(C2=C(N1)C(=CS2)C=O)N2[C@@H](COCC2)C (R)-2-chloro-4-(3-methylmorpholinyl)thieno[3,2-d]Pyrimidine-7-aldehyde